5-chloro-4-((3aR,6aS)-5-(isoxazol-5-ylmethyl)-3a,6a-dimethylhexahydropyrrolo[3,4-c]pyrrol-2(1H)-yl)-N-(1-methyl-1H-pyrazol-4-yl)pyrimidin-2-amine ClC=1C(=NC(=NC1)NC=1C=NN(C1)C)N1C[C@@]2(CN(C[C@@]2(C1)C)CC1=CC=NO1)C